(5E)-6-(pyridin-2-yl)hex-5-enenitrile N1=C(C=CC=C1)/C=C/CCCC#N